6-(methylthio)hexanenitrile CSCCCCCC#N